(R)-4-(5-((S)-2-(4-chlorophenyl)-3-(isopropylamino)propionyl)-5,6-dihydropyrrolo[3,4-c]pyrazol-2(4H)-yl)-5-methyl-5H-pyrrolo[2,3-d]pyrimidin-6(7H)-one ClC1=CC=C(C=C1)[C@H](C(=O)N1CC2=NN(C=C2C1)C=1C2=C(N=CN1)NC([C@@H]2C)=O)CNC(C)C